3-endo-(8-{2-[(2,2-difluoro-2-phenylethyl)-((S)-2,3-dihydroxy-propionyl)amino]ethyl}-8-azabicyclo[3.2.1]oct-3-yl)-benzamide TFA salt OC(=O)C(F)(F)F.FC(CN(CCN1C2CC(CC1CC2)C=2C=C(C(=O)N)C=CC2)C([C@H](CO)O)=O)(C2=CC=CC=C2)F